ClC1=C(C=CC(=N1)CNC(OC(C)(C)C)=O)O tert-butyl ((6-chloro-5-hydroxypyridin-2-yl) methyl)carbamate